COC1=NC=C(C(=N1)OC)C=1C=C(C=2N(N1)C=CN2)[C@@H]2[C@H](C2)C=2C=CC=1N(C2)C(=NC1C(F)(F)F)CC(F)(F)F 6-(2,4-dimethoxypyrimidin-5-yl)-8-((1S,2S)-2-(3-(2,2,2-trifluoroethyl)-1-(trifluoromethyl)imidazo[1,5-a]pyridin-6-yl)cyclopropyl)imidazo[1,2-b]pyridazine